N-(2,6-difluorobenzyl)-2-oxo-2-(2-(thiazol-2-ylamino)-5,6-dihydro-1,7-naphthyridin-7(8H)-yl)acetamide FC1=C(CNC(C(N2CCC=3C=CC(=NC3C2)NC=2SC=CN2)=O)=O)C(=CC=C1)F